NC1=NC(=C(C=2N1C(N(N2)CC=2NC(C=CC2)=O)=O)C2=CC(=NC(=C2)C)C)C2=CC=CC=C2 5-amino-8-(2,6-dimethyl-4-pyridinyl)-2-[(6-oxo-1H-pyridin-2-yl)methyl]-7-phenyl-[1,2,4]triazolo[4,3-c]pyrimidin-3-one